(S)-N-(1-(5-cyanopyridin-2-yl)ethyl)-2-(5,6-difluoro-2,4-dioxo-1,4-dihydroquinazolin-3(2H)-yl)acetamide C(#N)C=1C=CC(=NC1)[C@H](C)NC(CN1C(NC2=CC=C(C(=C2C1=O)F)F)=O)=O